benzyl-aniline C(C1=CC=CC=C1)NC1=CC=CC=C1